OC=1C=C(C=O)C=CC1 m-Hydroxybenzaldehyde